3,4-dibenzyloxy-6-nitrobenzaldehyde C(C1=CC=CC=C1)OC=1C=C(C=O)C(=CC1OCC1=CC=CC=C1)[N+](=O)[O-]